C(#N)N1CC(CCC1)(C(=O)NC=1N=CN(C1)C1=CC(=CC=C1)C(F)(F)F)F cyano-3-fluoro-N-(1-(3-(trifluoromethyl)phenyl)-1H-imidazol-4-yl)piperidine-3-carboxamide